C(C)(C)(C)OC(=O)N1CCC(CC1)CCCOS(=O)(=O)C1=CC=C(C)C=C1 4-(3-(Tosyloxy)propyl)piperidine-1-carboxylic acid tert-butyl ester